CN1C=C(C=2C1=CN=C(C2)NC(C)=O)C2=NC=1C3(CCCC1C(=C2)OCC2COC2)COCC3 N-(1-methyl-3-(4'-(oxetan-3-ylmethoxy)-4,5,6',7'-tetrahydro-2H,5'H-spiro[furan-3,8'-quinolin]-2'-yl)-1H-pyrrolo[2,3-c]pyridin-5-yl)acetamide